N,N-diethyl-methylmethoxyethyl-ammonium C(C)[N+](CC)(CCOC)C